(3β,7α)-3,7,15-trihydroxy-12,13-epoxytrichothec-9-en-8-one CC1=C[C@@H]2[C@]([C@@H](C1=O)O)([C@]3(C[C@H]([C@H]([C@@]34CO4)O2)O)C)CO